ClC1=CC=C(C(=N1)C=1C=CC(=C(C=O)C1)O)NC(C)C=1C=C(C=C2C(C(=C(OC12)N1CCC(CC1)(C)C)C)=O)C(F)(F)F 5-[6-chloro-3-[1-[2-(4,4-dimethyl-1-piperidyl)-3-methyl-4-oxo-6-(trifluoromethyl)chromen-8-yl]ethylamino]-2-pyridyl]-2-hydroxy-benzaldehyde